C1CCCC2C3=CC=C(C=C3NC12)NC(C1=C(C=C(C=C1)NS(=O)(=O)CCO)N1CCC2(CC2)CC1)=O N-(2,3,4,4a,9,9a-hexahydro-1H-carbazol-7-yl)-4-((2-hydroxyethyl)sulfonamido)-2-(6-azaspiro[2.5]octan-6-yl)benzamide